C(=C)CCCCCCCCCCCCCCCCCC[N-]CCCCCCCCCCCCCCCCCC vinyl-bis-stearyl-amide